FC1=CC=C(C=C1)C=1N2C(SC1C(F)(F)F)=NC(=C2)C(=O)N[C@@H]2C(N(C1=C(OC2)C=CC=C1)C)=O (S)-3-(4-fluorophenyl)-2-trifluoromethyl-N-(5-methyl-4-oxo-2,3,4,5-tetrahydrobenzo[b][1,4]Oxazepine-3-yl)imidazo[2,1-b]thiazole-6-carboxamide